S(=O)(=O)([O-])[O-].C(CCCCCCCCCCC)[Sc+2] dodecyl-scandium sulfate